FC(C1=NN(C=C1N1N=NC(=C1)C=1C=NN2C1N=C(C=C2)N2C(COCC2)(C)C)C2CCC(CC2)CO)F ((1r,4r)-4-(3-(difluoromethyl)-4-(4-(5-(3,3-dimethylmorpholinyl)pyrazolo[1,5-a]pyrimidin-3-yl)-1H-1,2,3-triazol-1-yl)-1H-pyrazol-1-yl)cyclohexyl)methanol